ethyl 1-[1-(5-chloro-2-hydroxyphenyl) piperidin-3-yl]-5-(trifluoromethyl)-1H-pyrazole-4-carboxylate ClC=1C=CC(=C(C1)N1CC(CCC1)N1N=CC(=C1C(F)(F)F)C(=O)OCC)O